FC1=CC=C(C=C1)NC(=O)C1=CC(=NC2=CC(=CC=C12)OC)C1=CC=CC=C1 N-(4-fluorophenyl)-7-methoxy-2-phenylquinoline-4-carboxamide